5-[(7R)-1-fluoro-3-hydroxy-7-{[(pyridazin-4-yl)methyl]amino}-5,6,7,8-tetrahydronaphthalen-2-yl]-1λ6,2,5-thiadiazolidine-1,1,3-trione FC1=C(C(=CC=2CC[C@H](CC12)NCC1=CN=NC=C1)O)N1CC(NS1(=O)=O)=O